FC1(CC1)CN (fluorocyclopropyl)methanamine